CC=1C=C(N)C=C(C1N1CCC(CC1)C(F)(F)F)C 3,5-dimethyl-4-[4-(trifluoromethyl)piperidin-1-yl]aniline